3-(methylamino)bicyclo[1.1.1]Pentane-1-carboxylic acid methyl ester COC(=O)C12CC(C1)(C2)NC